(2S,4R)-1-(tert-butoxycarbonyl)-4-(((tert-butyldimethylsilyl)oxy)methyl)-4-fluoropyrrolidine-2-carboxylic acid C(C)(C)(C)OC(=O)N1[C@@H](C[C@](C1)(F)CO[Si](C)(C)C(C)(C)C)C(=O)O